ClC1=C2C3=C(N=CN=C3C(=C1C1=C(C=CC=3NN=NC31)F)F)N3[C@H](CO2)CN(CC3)C(C=C)=O 1-[(8aS)-6-chloro-4-fluoro-5-(5-fluoro-1H-benzotriazol-4-yl)-8a,9,11,12-tetrahydropyrazino[2',1':3,4][1,4]oxazepino[5,6,7-de]quinazolin-10(8H)-yl]prop-2-en-1-one